(2r,3s)-3-(3-chlorophenyl)-2-methylbutanoic acid ClC=1C=C(C=CC1)[C@H]([C@H](C(=O)O)C)C